BrC=1C=C2C(=CC=NC2=CC1OCCOC)Cl 6-bromo-4-chloro-7-(2-methoxyethoxy)quinoline